C(#N)[C@H](C[C@H]1C(NCC1)=O)NC(=O)[C@@H]1[C@H]2C([C@H]2CN1C([C@@H](NC(C(F)(F)F)=O)CC1CCCC1)=O)(C)C (1R,2S,5S)-N-{(1S)-1-cyano-2-[(3S)-2-oxopyrrolidin-3-yl]ethyl}-3-[3-cyclopentyl-N-(trifluoroacetyl)-L-alanyl]-6,6-dimethyl-3-azabicyclo[3.1.0]hexane-2-carboxamide